ClC1=C(C=CC=C1)C1CO1 2-(2-chlorophenyl)epoxyethane